(R)-N-(2-(10H-phenothiazin-10-yl)ethyl)-1-(4-fluorophenyl)ethan-1-amine C1=CC=CC=2SC3=CC=CC=C3N(C12)CCN[C@H](C)C1=CC=C(C=C1)F